3-[1-(2-chloroethyl)-5-{[(oxan-4-yl)amino]methyl}-1H-indol-2-yl]prop-2-yn ClCCN1C(=CC2=CC(=CC=C12)CNC1CCOCC1)C#CC